12-hydroxyheptadecanoic acid OC(CCCCCCCCCCC(=O)O)CCCCC